3-chloro-4-hydroxybenzoic acid [1-(5-chlorothiophen-2-ylmethyl)-1H-indol-5-yl]methylidene hydrazide ClC1=CC=C(S1)CN1C=CC2=CC(=CC=C12)C=NNC(C1=CC(=C(C=C1)O)Cl)=O